N,N-dioctyl-ammonium tetra(pentafluorophenyl)borate FC1=C(C(=C(C(=C1[B-](C1=C(C(=C(C(=C1F)F)F)F)F)(C1=C(C(=C(C(=C1F)F)F)F)F)C1=C(C(=C(C(=C1F)F)F)F)F)F)F)F)F.C(CCCCCCC)[NH2+]CCCCCCCC